bis(4-(naphthalen-2-yl)phenyl)amine C1=C(C=CC2=CC=CC=C12)C1=CC=C(C=C1)NC1=CC=C(C=C1)C1=CC2=CC=CC=C2C=C1